phenanthro[9,10-d]oxazol-2-ylboronic acid O1C(=NC2=C1C=1C=CC=CC1C=1C=CC=CC12)B(O)O